BrC1=C(C=C(C(=N1)NC(=O)[C@H]1N([C@H]2CC[C@@H]1C2)C(=O)OC(C)(C)C)C)F tert-Butyl (1S,3S,4R)-3-((6-bromo-5-fluoro-3-methylpyridin-2-yl)carbamoyl)-2-azabicyclo[2.2.1]heptane-2-carboxylate